Cl.COC(=O)C=1C=C(C2=C(N(C=N2)C/C(=C/CN)/F)C1)C1=CC(=CC=C1)P(=O)(OCC)OCC (Z)-1-(4-amino-2-fluoro-but-2-en-1-yl)-4-(3-(diethoxyphosphoryl)phenyl)-1H-benzo[d]imidazole-6-carboxylic acid methyl ester hydrochloride